(4aSR,8aSR)-1,1,4a-trimethyl-6-methylene-5-vinyldecahydronaphthalene CC1(CCC[C@@]2(C(C(CC[C@@H]12)=C)C=C)C)C |r|